C1(CC1)C1=NC=CC(=C1C1=NC=C2N(C(N(C2=N1)CC1=CC=C(C=C1)N1N=C(C=C1OC)C(F)(F)F)=N)CC(F)(F)F)OC 2-(2-cyclopropyl-4-methoxy-3-pyridyl)-9-[[4-[5-methoxy-3-(trifluoromethyl)pyrazol-1-yl]phenyl]methyl]-7-(2,2,2-trifluoroethyl)purin-8-imine